N1C=C(C2=CC=CC=C12)CN(C)C 1-(1H-indol-3-yl)-N,N-dimethyl-methylamine